ethyl 1-methyl-7-oxo-4,5,6,7-tetrahydro-1H-pyrazolo[3,4-c]pyridine-3-carboxylate CN1N=C(C2=C1C(NCC2)=O)C(=O)OCC